2-(morpholine-4-carbonyl)furo[3,2-b]pyridin N1(CCOCC1)C(=O)C1=CC2=NC=CC=C2O1